6-methylbenzo[c][1,2,5]oxadiazole-5-carboxylic acid hydrazide CC=1C(=CC=2C(=NON2)C1)C(=O)NN